O=C(CC(=O)SCCNC(CCNC([C@@H](C(COP(OP(OC[C@@H]1[C@H]([C@H]([C@@H](O1)N1C=NC=2C(N)=NC=NC12)O)OP(=O)(O)O)(=O)O)(=O)O)(C)C)O)=O)=O)CCC(=O)O 3-oxoadipoyl-coenzyme A